5-hydroxy-6-((s)-5H-imidazo[5,1-a]isoindol-5-yl)-5,6,7,8-tetrahydronaphthalene-2-carboxamide OC1C=2C=CC(=CC2CCC1[C@@H]1N2C(C3=CC=CC=C13)=CN=C2)C(=O)N